1-(6-chloro-4-phenylquinolin-2-yl)piperidine ClC=1C=C2C(=CC(=NC2=CC1)N1CCCCC1)C1=CC=CC=C1